C1(CC1)C=1N=NN(C1)[C@H](C(=O)N1[C@@H](C[C@H](C1)O)C(=O)N[C@@H]1C[C@H](C12CCC2)N2CCOCC2)C(C)(C)C (2S,4R)-1-[(2S)-2-(4-cyclopropyltriazol-1-yl)-3,3-dimethyl-butanoyl]-4-hydroxy-N-[(1R,3R)-3-morpholinospiro[3.3]heptan-1-yl]pyrrolidine-2-carboxamide